FC=1C(=C(N)C=CC1)C(F)(F)F 3-fluoro-2-(trifluoromethyl)aniline